methyl 1-[[(3,4-dimethylpyrimido[4',5':4,5]thieno[2,3-c]pyridazin-8-yl)amino]methyl]bicyclo[1.1.1]pentane-3-carboxylate CC1=C(C2=C(N=N1)SC1=C2N=CN=C1NCC12CC(C1)(C2)C(=O)OC)C